1-(4-(4-(cyclopropyl-(2,6-difluorophenyl)amino)-6-(2-fluoro-4-methoxyphenyl)-7-methoxy-1H-indol-2-yl)-3-fluorophenyl)-3-methoxyurea C1(CC1)N(C1=C2C=C(NC2=C(C(=C1)C1=C(C=C(C=C1)OC)F)OC)C1=C(C=C(C=C1)NC(=O)NOC)F)C1=C(C=CC=C1F)F